OC(C(C1=NC=C(C=C1)OCC(CCC)C)C1OCC1(C(=O)N)C1=CC=CC=C1)(C)C (2-hydroxy-2-methyl-1-(5-((2-methylpentyl)oxy)pyridin-2-yl)propyl)-3-phenyloxetane-3-carboxamide